FC1(OC2=C(O1)C=CC=C2N2CCN(CC2)CCCCOC=2C=CC=1C3C(C(NC1C2)=O)C3)F 5-(4-(4-(2,2-difluorobenzo[d][1,3]dioxol-4-yl)piperazin-1-yl)butoxy)-1,1a,3,7b-tetrahydro-2H-cyclopropa[c]quinolin-2-one